C1(CC1)C1N(C2=CC=C(C=C2CC1)CC)S(=O)(=O)C1=CC(=C(OCC2CC(N(C2)C)=O)C=C1)CO 4-((4-((2-cyclopropyl-6-ethyl-3,4-dihydroquinolin-1(2H)-yl)sulfonyl)-2-(hydroxymethyl)phenoxy)methyl)-1-methylpyrrolidin-2-one